COC1=C(C=C(C=C1)N1C(N(CCC1)CC1=C2C(=NC=C1)N(C=C2)C(C(=O)O)C)=O)OCCCCC 2-(4-((3-(4-methoxy-3-(pentyloxy)phenyl)-2-oxotetrahydropyrimidin-1(2H)-yl)methyl)-1H-pyrrolo[2,3-b]pyridin-1-yl)propanoic acid